S(=O)(=O)([O-])C1=CC=C(C)C=C1.N1(N=NC2=C1C=CC=C2)C(=[NH2+])N benzotriazole-1-carboxamidinium tosylate